Platinum octaethylporphyrin CCC1=C(C2=CC3=NC(=CC4=C(C(=C([N-]4)C=C5C(=C(C(=N5)C=C1[N-]2)CC)CC)CC)CC)C(=C3CC)CC)CC.[Pt+2]